ClC1=NC=NC2=C1N=CNN2 5-chloro-1,2-dihydropyrimido[5,4-e][1,2,4]triazine